COC1=CC=CC(=N1)N1N=C2C=3C=CN=C(CCCCC(C(NC2=C1)=O)C)C3 4-(6-methoxypyridin-2-yl)-9-methyl-3,4,7,15-tetraazatricyclo[12.3.1.02,6]Octadec-1(18),2,5,14,16-pentaen-8-one